(E)-5-chloro-1-(3,5-difluorobenzyl)-4-(2-methoxyvinyl)-1H-pyrazole-3-carboxylic acid ethyl ester C(C)OC(=O)C1=NN(C(=C1\C=C\OC)Cl)CC1=CC(=CC(=C1)F)F